FC=1C=C(C=CC1F)C1(CCN(CC1)C1=NC(=CC(=C1)C(C)(C)O)C=1C(=NN(C1)C)C)O 4-(3,4-difluorophenyl)-1-(6-(1,3-dimethyl-1H-pyrazol-4-yl)-4-(2-hydroxypropan-2-yl)pyridin-2-yl)piperidin-4-ol